tert-butyl 3-(3-chloro-5-((phenoxycarbonyl)amino) phenoxy)pyrrolidine-1-carboxylate ClC=1C=C(OC2CN(CC2)C(=O)OC(C)(C)C)C=C(C1)NC(=O)OC1=CC=CC=C1